methyl 4-amino-1-tosyl-1H-indole-2-carboxylate NC1=C2C=C(N(C2=CC=C1)S(=O)(=O)C1=CC=C(C)C=C1)C(=O)OC